Cl.NCCCCNC(CNC(=O)N1C=CC2=C1N=CN=C2N(C)[C@H]2CN(CC[C@H]2C)C(CC#N)=O)=O N-[2-(4-aminobutylamino)-2-oxo-ethyl]-4-[[(3R,4R)-1-(2-cyanoacetyl)-4-methyl-3-piperidyl]-methyl-amino]pyrrolo[2,3-d]pyrimidine-7-carboxamide hydrochloride